C(C)(C)(C)OC(=O)N1CC([C@H](CC1)CCN=[N+]=[N-])(F)F |r| (±)-4-(2-azidoethyl)-3,3-difluoropiperidine-1-carboxylic acid tert-butyl ester